3,5-diethyl-4-hydroxy-1-n-propyl-pyrazole C(C)C1=NN(C(=C1O)CC)CCC